8-fluoro-4-hydroxy-7-(3-methoxy-1-naphthyl)-1H-pyrido[4,3-d]pyrimidin-2-one FC1=C(N=CC2=C1NC(N=C2O)=O)C2=CC(=CC1=CC=CC=C21)OC